ClC=1C=C2C(N(CN(C2=CC1)C1=C(C=C(C=C1)F)C)C=1C(=NC(=CC1)OC)C)=O 6-chloro-1-(4-fluoro-2-methylphenyl)-3-(6-methoxy-2-methylpyridin-3-yl)-2,3-dihydroquinazolin-4(1H)-one